ClC=1C2=CC=CC=C2C(=C2C=CC=CC12)C1=CC=CC=C1 9-chloro-10-phenylanthracene